7-chloro-4-(3-methyl-1,2-thiazol-5-yl)-1,3-benzothiazole ClC1=CC=C(C=2N=CSC21)C2=CC(=NS2)C